FC1=C(C(=CC=C1)F)N1C=2N(C3=C(C1=O)C=NC(=N3)NC3=CC(=C(C(=C3)C)N3CCN(CC3)C)C)CCN2 6-(2,6-Difluorophenyl)-2-((3,5-dimethyl-4-(4-methylpiperazin-1-yl)phenyl)amino)-8,9-dihydroimidazo[1,2-a]pyrimido[5,4-e]pyrimidin-5(6H)-one